The molecule is a 1,2-diglyceride in which the 1- and 2-acyl groups are specified as oleoyl and palmitoyl respectively. It derives from an oleic acid and a hexadecanoic acid. CCCCCCCCCCCCCCCC(=O)OC(CO)COC(=O)CCCCCCC/C=C\\CCCCCCCC